C(C)(C)(C)C(Cl)OC(=O)C1=CC=C(C=C1)C(=O)O Benzene-1,4-dicarboxylic acid tert-butylchloromethyl ester